(9H-fluoren-9-yl)methyl (4-((5-((4-((4,6-bis((16-methylheptadecyl)oxy)-1,3,5-triazin-2-yl) amino) butyl) amino)-5-oxopentyl) oxy)-2,6-dimethoxybenzyl)carbamate CC(CCCCCCCCCCCCCCCOC1=NC(=NC(=N1)OCCCCCCCCCCCCCCCC(C)C)NCCCCNC(CCCCOC1=CC(=C(CNC(OCC2C3=CC=CC=C3C=3C=CC=CC23)=O)C(=C1)OC)OC)=O)C